2-(3-(2,6-Dioxopiperidin-3-yl)-1H-indazol-1-yl)-N-(2-(methylamino)-2-oxo-ethyl)acetamide O=C1NC(CCC1C1=NN(C2=CC=CC=C12)CC(=O)NCC(=O)NC)=O